5-(diethylsulfamoyl)-N-(5-methyl-1,3-thiazol-2-yl)-2-pyrrolidin-1-ylbenzamide C(C)N(S(=O)(=O)C=1C=CC(=C(C(=O)NC=2SC(=CN2)C)C1)N1CCCC1)CC